FC1=C(C(=CC=C1)F)C1=CC=C(C=N1)[C@H](C)NC(=O)[C@H]1N(C[C@@H](C1)O)C([C@H](C(C)(C)C)NC(OC(C)(C)C)=O)=O tert-butyl ((S)-1-((2S,4R)-2-(((S)-1-(6-(2,6-difluorophenyl)pyridin-3-yl)ethyl)carbamoyl)-4-hydroxypyrrolidin-1-yl)-3,3-dimethyl-1-oxobutan-2-yl)carbamate